(E)-N-(2-(2,4-Dihydroxy-6-methylbenzoyl)isoindolin-4-yl)-4-(dimethylamino)but-2-enamide OC1=C(C(=O)N2CC3=CC=CC(=C3C2)NC(\C=C\CN(C)C)=O)C(=CC(=C1)O)C